C1(CC1)C=1C=CC=2N(N1)C(=CN2)C=2C(=NC=CC2)N[C@H]2CNC[C@@H]2F (6-Cyclopropylimidazo[1,2-b]pyridazin-3-yl)-N-((3S,4S)-4-fluoropyrrolidin-3-yl)pyridin-2-amine